ClC=1N=NC(=CC1C(=O)OCC)C(F)F ethyl 3-chloro-6-(difluoromethyl)pyridazine-4-carboxylate